COC=1C=C2C(=NC=NC2=CC1OC)OC1=CC=CC2=C1C(=C(O2)C)C(=O)NC ((6,7-dimethoxyquinazoline-4-yl)oxy)-N,2-dimethyl-benzofuran-3-formamide